2-mercapto-6-methyl-4-(thiophene-2-yl)nicotinonitrile SC1=C(C#N)C(=CC(=N1)C)C=1SC=CC1